OCC[NH-] N-hydroxyethyl-amide